5-(4-(4-Isopropylpiperazin-1-yl)phenyl)-6-(4-methoxyphenyl)-7,8-dihydronaphthalen-2-ol C(C)(C)N1CCN(CC1)C1=CC=C(C=C1)C=1C=2C=CC(=CC2CCC1C1=CC=C(C=C1)OC)O